CC=1C=C2C(C(=NC2=CC1)C1=CC=CC=C1)=O 5-methyl-2-phenyl-3H-indol-3-one